BrC1C(=O)NC(C1)=O Bromosuccinimid